quinoline-3-methanol N1=CC(=CC2=CC=CC=C12)CO